3-((2S)-3-(8-(benzo[c][1,2,5]thiadiazol-5-ylsulfonyl)-1-oxa-8-azaspiro[4.5]dec-3-ylamino)-2-hydroxypropoxy)-N-ethylbenzenesulfonamide N=1SN=C2C1C=CC(=C2)S(=O)(=O)N2CCC1(CC(CO1)NC[C@@H](COC=1C=C(C=CC1)S(=O)(=O)NCC)O)CC2